FC1=C(C=C(\C=C/2\C(N(C(S2)=O)CC=2C=C(C#N)C=CC2)=O)C=C1)O (Z)-3-((5-(4-fluoro-3-hydroxybenzylidene)-2,4-dioxothiazolidin-3-yl)methyl)benzonitrile